C(C)(C)OC(=O)C1=CC2=C(N(C(=N2)C2=CC=3C(=NC(=CC3)[C@@H](C)NC(=O)OC(C)(C)C)N2CCCC=C)C)C(=C1)OC 2-[6-[(1R)-1-(t-butoxycarbonylamino)ethyl]-1-pent-4-enyl-pyrrolo[2,3-b]Pyridin-2-yl]-7-methoxy-1-methyl-benzimidazole-5-carboxylic acid isopropyl ester